FC(F)C=1C(=C(C#N)C=CC1)F difluoromethyl-2-fluorobenzonitrile